C(C/C(=N/O)/N)CC/C(=N/O)/N N'1,N'6-dihydroxyhexanediimidamide